BrC=1C(=CC=2C3=C(C(=NC2C1F)N1CC(C1)N(C)C)N=CN3[C@@H]3C[C@H](N(CC3)C(=O)OC(C)(C)C)CC#N)Cl tert-butyl (2S,4S)-4-(7-bromo-8-chloro-4-(3-(dimethylamino)azetidin-1-yl)-6-fluoro-1H-imidazo[4,5-c]quinolin-1-yl)-2-(cyanomethyl)-piperidine-1-carboxylate